Tert-Butyl 7-[(2Z)-2-ethoxycarbonyliminothiazol-3-yl]-3,4-dihydro-1H-isoquinoline-2-carboxylate C(C)OC(=O)\N=C\1/SC=CN1C1=CC=C2CCN(CC2=C1)C(=O)OC(C)(C)C